C(#C)C1(C=CC(C(=C1)C1=CC=CC=C1)=O)O 5-ethynyl-5-hydroxy-[1,1'-biphenyl]-2(5H)-one